2,4-dichloro-6-tert-octylamino-s-triazin ClC1=NC(=NC(=N1)Cl)NC(C)(C)CC(C)(C)C